CC1=CC=C(C=C1)S(=O)(=O)OCC(C)(C)C#N 2-cyano-2-methylpropyl 4-methylbenzenesulfonate